3-methyl-2-[(1-methyl-1H-1,2,3,4-tetrazol-5-yl)sulfanyl]-5-nitrobenzoic acid CC=1C(=C(C(=O)O)C=C(C1)[N+](=O)[O-])SC1=NN=NN1C